3,5-dimethoxycarboxyphenylboronic acid COC=1C(=C(C=C(C1)OC)B(O)O)C(=O)O